N1CC(C1)NC=1C(=C2[C@@](CN(C(C2=CN1)=O)C=1N=CN(C1)C)(C)C1=C(C(=CC=C1)Cl)F)F (4R)-6-[(azetidin-3-yl)amino]-4-(3-chloro-2-fluorophenyl)-5-fluoro-4-methyl-2-(1-methyl-1H-imidazol-4-yl)-3,4-dihydro-2,7-naphthyridin-1(2H)-one